O=C1NC(CCC1N1C(C2=CC=C(C=C2C1=O)CN1CCN(CC1)CCNC(=O)C1=CC2=C(O1)C(C1=CC=CC=C1C2=O)=O)=O)=O N-(2-(4-((2-(2,6-dioxopiperidin-3-yl)-1,3-dioxoisoindolin-5-yl)methyl)piperazin-1-yl)ethyl)-4,9-dioxo-4,9-dihydronaphtho[2,3-b]furan-2-carboxamide